(5s,8s)-N-(4,6-dichloro-2,3-dihydrobenzofuran-3-yl)-5-fluoro-8-hydroxy-5,6,7,8-tetrahydroquinoline-5-carboxamide ClC1=CC(=CC2=C1C(CO2)NC(=O)[C@]2(C=1C=CC=NC1[C@H](CC2)O)F)Cl